N-(6-(5-chloro-6-fluoro-7-(1-methoxy-2-methylpropyl)-1H-indazol-4-yl)imidazo[1,2-a]pyrazin-2-yl)-2-fluorocyclopropane-1-carboxamide ClC=1C(=C2C=NNC2=C(C1F)C(C(C)C)OC)C=1N=CC=2N(C1)C=C(N2)NC(=O)C2C(C2)F